FC(C1=NN=C(O1)C1=CN=C(S1)CN(S(=O)(=O)C(F)F)C=1C=NC=CC1)F N-({5-[5-(difluoromethyl)-1,3,4-oxadiazol-2-yl]-1,3-thiazol-2-yl}methyl)-1,1-difluoro-N-(pyridin-3-yl)methanesulfonamide